C(CCC)[Mg]Cl butyl-magnesium chloride